CC1=C(C=NC=2OCCNC21)N2CC=1C=C(N=CC1CC2)NC=2C=C1CN(CC1=CC2)C 6-{8-methyl-1H,2H,3H-pyrido[2,3-b][1,4]oxazin-7-yl}-N-(2-methyl-2,3-dihydro-1H-isoindol-5-yl)-5,6,7,8-tetrahydro-2,6-naphthyridin-3-amine